CO[C@H]([C@H](C=O)NC(OC(C)(C)C)=O)C tert-butyl ((2R,3S)-3-methoxy-1-oxobutan-2-yl)carbamate